OCCOCCNC=1C=C2COC(C2=CC1)=O 5-(2-(2-hydroxyethoxy)ethylamino)isobenzofuran-1(3H)-one